C[C@H]1COCCN1C1=CC=C2C(=N1)NC=C2C2=NC(=NC=C2C(F)(F)F)N[C@@H]2CNCCC2 (6-((S)-3-methylmorpholino)-1H-pyrrolo[2,3-b]pyridin-3-yl)-N-((S)-piperidin-3-yl)-5-(trifluoromethyl)pyrimidin-2-amine